N=1N(N=CC1)C=1C=C(C=CC1)N1C(=C2C(N(N=CC2=C1C)C1=NC=CC=C1)=O)C 6-(3-(2H-1,2,3-Triazol-2-yl)phenyl)-5,7-dimethyl-2-(pyridin-2-yl)-2,6-dihydro-1H-pyrrolo[3,4-d]pyridazin-1-one